Br.C(NCCOCCOCCOCCOCC)(=O)NC=1SC(=C(N1)C1=CC=CC=C1)NC(=O)[C@H]1N(CCC1)C([C@@H](NC([C@H](C)NC)=O)C1CCCCC1)=O (S)-N-(2-(5,8,11,14-tetraoxa-2-azahexadecanamido)-4-phenylthiazol-5-yl)-1-((S)-2-cyclohexyl-2-((S)-2-(methylamino)propanamido)acetyl)pyrrolidine-2-carboxamide hydrogen bromide